5,6-dihydro-4H-cyclopenta[c]pyrazole N=1NC=C2C1CCC2